6-((endo-8-Azabicyclo[3.2.1]octan-3-yl)oxy)-N-(4-([1,2,4]triazolo[1,5-a]pyridin-7-yloxy)-2-fluoro-3-methylphenyl)pyrido[3,4-d]pyrimidin-4-amine C12CC(CC(CC1)N2)OC2=CC1=C(N=CN=C1NC1=C(C(=C(C=C1)OC1=CC=3N(C=C1)N=CN3)C)F)C=N2